C1(=CC=CC=C1)CCCCN1CCN(CC1)CC1=CC=C2CCC3(C2=C1)CCC(CC3)C(=O)O 6'-{[4-(4-phenylbutyl)piperazin-1-yl]methyl}-2',3'-dihydrospiro[cyclohexane-1,1'-indene]-4-carboxylic acid